2-(2-methyl-1H-indol-3-yl)ethane-1-amine CC=1NC2=CC=CC=C2C1CCN